N-(2-{imidazo[1,2-a]pyridin-3-yl}propan-2-yl)-1-{5-methoxy-2-[(3R,5R)-3,4,5-trimethylpiperazin-1-yl]pyrimidin-4-yl}azetidine-3-carboxamide N=1C=C(N2C1C=CC=C2)C(C)(C)NC(=O)C2CN(C2)C2=NC(=NC=C2OC)N2C[C@H](N([C@@H](C2)C)C)C